ClC1=CC(=C(C=C1)[C@@]1(OC2=C(O1)C=CC=C2C2CCN(CC2)CC2=NC=C(C=C2CCOC)C2=NN=C(N2)C(F)(F)F)C)F 2-({4-[(2S)-2-(4-chloro-2-fluorophenyl)-2-methyl-2H-1,3-benzodioxol-4-yl]piperidin-1-yl}methyl)-3-(2-methoxyethyl)-5-[5-(trifluoromethyl)-4H-1,2,4-triazol-3-yl]pyridine